The molecule is a polyunsaturated fatty acyl-CoA(4-) arising from deprotonation of the phosphate and diphosphate functions of 15-hydroxy-(5Z,8Z,11Z,13E)-icosatetraenoyl-CoA; major species at pH 7.3. It is a long-chain fatty acyl-CoA(4-) and a polyunsaturated fatty acyl-CoA(4-). It is a conjugate base of a 15-hydroxy-(5Z,8Z,11Z,13E)-icosatetraenoyl-CoA. CCCCCC(/C=C/C=C\\C/C=C\\C/C=C\\CCCC(=O)SCCNC(=O)CCNC(=O)[C@@H](C(C)(C)COP(=O)([O-])OP(=O)([O-])OC[C@@H]1[C@H]([C@H]([C@@H](O1)N2C=NC3=C(N=CN=C32)N)O)OP(=O)([O-])[O-])O)O